disodium succinate, monosodium salt [Na+].C(CCC(=O)[O-])(=O)[O-].[Na+].[Na+]